4-(4-((4-tert-butyloxypiperidin-1-yl)methyl)-2-fluorobenzylamino)-2-(2,6-dioxopiperidin-3-yl)isoindoline-1,3-dione C(C)(C)(C)OC1CCN(CC1)CC1=CC(=C(CNC2=C3C(N(C(C3=CC=C2)=O)C2C(NC(CC2)=O)=O)=O)C=C1)F